(R)-1-(3-(3-amino-3-methylpyrrolidin-1-yl)phenyl)-N-(4-(4-morpholino-7H-pyrrolo[2,3-d]pyrimidin-6-yl)phenyl)cyclopropane-1-carboxamide N[C@]1(CN(CC1)C=1C=C(C=CC1)C1(CC1)C(=O)NC1=CC=C(C=C1)C1=CC2=C(N=CN=C2N2CCOCC2)N1)C